Trans-4-(3-(methylsulfonyl)propoxy)cyclohexan-1-amine monohydrochloride Cl.CS(=O)(=O)CCCO[C@@H]1CC[C@H](CC1)N